N-((6,8-dimethylimidazo[1,5-a]pyridin-7-yl)methyl)-3-(methoxymethyl)-1-(4-(2-oxopyridin-1(2H)-yl)benzyl)-1H-pyrazole-4-carboxamide CC=1C(=C(C=2N(C1)C=NC2)C)CNC(=O)C=2C(=NN(C2)CC2=CC=C(C=C2)N2C(C=CC=C2)=O)COC